S1C=NC(C1)C(=O)[O-] thiazolin-4-carboxylat